CNC(=O)C=1C2=C(N=CC1)N(N=C2CNCC=C)C2=CC=C(C=C2)OC(F)(F)F N-methyl-3-[(prop-2-enylamino)methyl]-1-[4-(trifluoromethoxy)phenyl]pyrazolo[3,4-b]pyridine-4-carboxamide